C1=CC=CC=2C3=CC=CC=C3C(C12)COC(NCCOCCNC(OCC1=CC(OC2=C1C=C(C(=C2)OCCCC(=O)O)Br)=O)=O)=O 4-((4-(13-(9H-fluoren-9-yl)-3,11-dioxo-2,7,12-trioxa-4,10-diazatridecyl)-6-bromo-2-oxo-2H-benzopyran-7-yl)oxy)butanoic acid